2-bromo-4-butyl-3-methyltetrahydrofuran BrC1OCC(C1C)CCCC